C1=NC=C2C=CC3=CN=CC4=CC=C1C2=C34 2,7-diaza-pyrene